(Z)-4-((3-cyclohexyl-4-oxothiazolidin-2-ylidene)amino)benzenesulphonamide C1(CCCCC1)N1/C(/SCC1=O)=N/C1=CC=C(C=C1)S(=O)(=O)N